N1=CC=CC2=CC=C(C=C12)O quinolin-7-ol